CC1=CC=C(C=C1)S(=O)(=O)NCCCNS(=O)(=O)C1=CC=C(C)C=C1 N,N'-di-p-toluenesulfonyl-1,3-diaminopropane